FC=1C(=C(C=CC1F)[C@H]1[C@@H](O[C@]([C@H]1C)(C(F)(F)F)C)C(=O)NC1=CC(=[N+](C=C1)[O-])/C(/NOC)=N/[H])OC 4-((2R,3S,4S,5R)-3-(3,4-Difluoro-2-methoxyphenyl)-4,5-dimethyl-5-(trifluoromethyl)tetrahydrofuran-2-carboxamido)-2-((Z)-N-methoxycarbamimidoyl)pyridine 1-oxide